C1=CC=C2C(=C1)C(C3=CC=CC=C32)COC(=O)NCCC(=O)O N-Fmoc-β-alanine